C[C@H]1C(NC=2C(=NC(=NC2N1C)N[C@@H]1C[C@H](C1)NC(OC(C)(C)C)=O)C)=O tert-Butyl (trans-3-(((7S)-7-methyl-4,8-dimethyl-6-oxo-5,6,7,8-tetrahydropteridin-2-yl)amino)cyclobutyl)carbamate